C(C)(C)(C)OC(=O)N1CC(C1)C=1C=NC2=C(N=CC=C2C1)NC=1C(=C(C=CC1)C1=C(C(=CC=C1)C=1OC2=C(N1)C=C(C=C2Cl)CO)C)C 3-(8-(3'-(7-chloro-5-(hydroxymethyl)benzo[d]oxazol-2-yl)-2,2'-dimethylbiphenyl-3-ylamino)-1,7-naphthyridin-3-yl)azetidine-1-carboxylic acid tert-butyl ester